CC1=C(C=NC(=C1)C(CC)=O)C=1C=2N(C3=C(C1)N=C(S3)NC(C)=O)N=CN2 N-(5-(4-methyl-6-propionylpyridin-3-yl)thiazolo[4,5-e][1,2,4]triazolo[1,5-a]pyridin-2-yl)acetamide